COC(=O)C=1CC(OC(C1)=C)(C(F)(F)F)C1=C(C=CC=C1)F 2-(2-fluorophenyl)-6-methylene-2-(trifluoromethyl)-3,6-dihydro-2H-pyran-4-carboxylic acid methyl ester